C1=CC=CC=2C3=CC=CC=C3C(C12)COC(=O)N[C@@H]1[C@@H](CCC1)/C=C/C(=O)O (E)-3-((1S,2S)-2-((((9H-fluoren-9-yl)methoxy)carbonyl)amino)cyclopentyl)acrylic acid